CC1=CC(=NN1)NC=1C2=C(N=C(N1)NC1CC3CCCC(C1)N3C=O)C=CS2 ((3-exo)-3-((4-((5-methyl-1H-pyrazol-3-yl)amino)thieno[3,2-d]pyrimidin-2-yl)amino)-9-azabicyclo[3.3.1]nonan-9-yl)methanone